ClC1=C(C=C2C=C(N=CC2=C1)NC(=O)C1CC(C1)(F)F)C1CCN(CC1)C1(COCC1O)C N-(7-chloro-6-(1-(4-hydroxy-3-methyltetrahydrofuran-3-yl)piperidin-4-yl)isoquinolin-3-yl)-3,3-difluorocyclobutane-1-carboxamide